3-((3R,4R)-4-methyl-3-(methyl(7-(2-(4-(1-oxoisoindolin-2-yl)phenyl)butanoyl)-7H-pyrrolo[2,3-d]pyrimidin-4-yl)amino)piperidin-1-yl)-3-oxopropanenitrile C[C@H]1[C@H](CN(CC1)C(CC#N)=O)N(C=1C2=C(N=CN1)N(C=C2)C(C(CC)C2=CC=C(C=C2)N2C(C1=CC=CC=C1C2)=O)=O)C